N1=C(C=NC2=CC=CC=C12)OC1=CC=C(C(=O)O)C=C1 4-(quinoxalin-2-yloxy)benzoic acid